FC1=CC=C(C=C1)C1=CC=C(N=N1)CC=1OC=C(N1)C(=O)OCC Ethyl 2-((6-(4-fluorophenyl)pyridazin-3-yl)methyl)oxazole-4-carboxylate